[Si](C1=CC=CC=C1)(C1=CC=CC=C1)(C(C)(C)C)OCCC(C)N 4-((tert-Butyldiphenylsilyl)oxy)butan-2-amine